diazabicyclo[4.3.0]non-5-enium acetate CC(=O)[O-].C1CC2=CCCN[NH+]2C1